C(C)(C)(C)OC(=O)N1C(COCCC1)C1=C(C=CC(=C1)[N+](=O)[O-])Cl 3-(2-chloro-5-nitro-phenyl)-1,4-oxazepan-4-carboxylic acid tert-butyl ester